BrC1=CC(=C2C(N(C(C2=C1)=O)CC1=NC=C(C=C1)Cl)(OC)C1=CC=C(C=C1)Cl)Cl 6-bromo-4-chloro-3-(4-chlorophenyl)-2-[(5-chloropyridin-2-yl)methyl]-3-methoxy-2,3-dihydro-1H-isoindol-1-one